NC1=C(C=C(C=N1)C=1C=NC=C(C1)C(=O)N1CCN(CC1)C)OC(C)C1=C(C(=CC=C1Cl)F)Cl {6'-amino-5'-[1-(2,6-dichloro-3-fluoro-phenyl)-ethoxy]-[3,3']bipyridinyl-5-yl}-(4-methyl-piperazin-1-yl)-methanone